ClC=1C=C(CNC2=NC3=CC=CC(=C3NC23CCSCC3)C(=O)O)C=CC1 3-((3-chlorobenzyl)amino)-2',3',5',6'-tetrahydro-1H-spiro[quinoxaline-2,4'-thiopyran]-8-carboxylic acid